Cl.CC=1N=C2N(N=CC=C2)C1C(=O)O 2-methylimidazo[1,2-b]pyridazine-3-carboxylic acid hydrochloride